1-n-propyl-1,2,4-triazole C(CC)N1N=CN=C1